C(C1=CC=CC=C1)OC(=O)N[C@H](CCC(=O)[O-])C(=O)NCCC1=CN=CN1 (4R)-4-{[(benzyloxy) carbonyl] amino}-5-{[2-(1H-imidazol-5-yl) ethyl] amino}-5-oxopentanoate